4-amino-1H-1,2,3-triazole-5-carboxylic acid NC=1N=NNC1C(=O)O